BrC1=CC=C2C(=N1)NC(=C2)C2=NC1=C(N2C2CC2)C=C(C(=C1)C(=O)OC)F methyl 2-(6-bromo-1H-pyrrolo[2,3-b]pyridin-2-yl)-1-cyclopropyl-6-fluoro-1H-benzo[d]imidazole-5-carboxylate